(2-oxo-2,3-dihydrobenzo[d]oxazole-4-carbonyl)piperazin O=C1OC=2C(N1)=C(C=CC2)C(=O)N2CCNCC2